3-amino-6-azatricyclo[6.3.1.04,12]dodeca-1(11),4(12),5,7,9-pentaene-3-carbonitrile NC1(CC2=CC=CC3=CN=CC1=C23)C#N